CN1C(N(CC(C1)C)C)C 1,2,3,5-tetramethyl-1,4,5,6-tetrahydropyrimidine